Cl.CC1(C(C(C2C1CCC1C3CCC4CC(CCC4C3CCC21)O)(C2(CC2)C)C)(C)C)C pentamethyl-1-(1-methylcyclopropyl)icosahydro-1H-cyclopenta[a]chrysen-9-ol hydrochloride